N1(CCC1)CC(C(=O)N1CCN(CC1)C=1C2=C(N=CN1)[C@@H](C[C@H]2C)O)C2=CC=C(C=C2)Cl 3-(azetidin-1-yl)-2-(4-chlorophenyl)-1-(4-((5R,7R)-7-hydroxy-5-methyl-6,7-dihydro-5H-cyclopenta[d]pyrimidin-4-yl)piperazin-1-yl)propan-1-one